2-(Cis-3-aminocyclobutoxy)ethan-1-ol N[C@H]1C[C@H](C1)OCCO